N-(4-((3-(methoxymethyl)-5-(methylsulfonyl)phenyl)amino)-5-(1-methyl-1H-pyrazol-3-yl)pyridin-2-yl)acetamide COCC=1C=C(C=C(C1)S(=O)(=O)C)NC1=CC(=NC=C1C1=NN(C=C1)C)NC(C)=O